2'-oxo-2-(quinolin-4-yl)-2',3'-dihydro-1'H-[1,5'-bi-benzo[d]imidazole]-5-carboxylic acid O=C1NC2=C(N1)C=CC(=C2)N2C(=NC1=C2C=CC(=C1)C(=O)O)C1=CC=NC2=CC=CC=C12